FC1=CC(=C(C=C1)NC=1C2=C(N=CN1)C=CC(=N2)N2CCNCC2)C=2C=NN(C2)C N-(4-fluoro-2-(1-methyl-1H-pyrazol-4-yl)phenyl)-6-(piperazin-1-yl)pyrido[3,2-d]pyrimidin-4-amine